C12(CC3CC(CC(C1)C3)C2)CC2=CC=C(C=C2)C(C)=O 1-(4-(Adamantylmethyl)phenyl)ethan-1-one